C12(CCC(CC1)CC2)C(=O)O[C@@H]2[C@@](O[C@H](C2)N2C1=NC(=NC(=C1N=C2)N)Cl)(C#C)COC(CC(C)(C)C2=C(C=C(C=C2C)C)OC(C)=O)=O (2R,3S,5R)-2-(((3-(2-acetoxy-4,6-dimethylphenyl)-3-methylbutanoyl)oxy)methyl)-5-(6-amino-2-chloro-9H-purin-9-yl)-2-ethynyltetrahydrofuran-3-yl bicyclo[2.2.2]octane-1-carboxylate